methyl (R)-3-cyano-3-phenylpropanoate C(#N)[C@H](CC(=O)OC)C1=CC=CC=C1